ClC=1C(N(C(=CC1OCC1=NC=C(C=C1F)F)C)C1=CC(=NC=C1C)N1N=C(C=C1)C(C)(C)O)=O 3-Chloro-4-((3,5-difluoropyridin-2-yl)methoxy)-2'-(3-(2-hydroxypropan-2-yl)-1H-pyrazol-1-yl)-5',6-Dimethyl-2H-[1,4'-bipyridine]-2-one